C(C)N1C=CC2=CC=CC(=C12)N1C(C=2N(C=3C(=C(C=CC3C2CCCOC2=CC(=C(C(=C2)C)Cl)C)Cl)C=2C(=NN(C2C)C)C)[C@@H](C1)C)=O Ethyl-(R)-7-(7-chloro-10-(3-(4-chloro-3,5-dimethylphenoxy)propyl)-4-methyl-1-oxo-6-(1,3,5-trimethyl-1H-pyrazol-4-yl)-3,4-dihydropyrazino[1,2-a]indol-2(1H)-yl)-1H-indole